5-(3-cyano-6-(1-methyl-1H-pyrazol-4-yl)pyrazolo[1,5-a]pyridin-4-yl)-1,3,4-thiadiazole-2-carboxylic acid potassium salt [K+].C(#N)C=1C=NN2C1C(=CC(=C2)C=2C=NN(C2)C)C2=NN=C(S2)C(=O)[O-]